azo di(2-tert-butyl cyanoacrylate) C(C)(C)(C)C(C(=O)ON=NOC(C(=CC#N)C(C)(C)C)=O)=CC#N